N1(CCCC1)CC1=CC=C(OC=2SC3=C(N2)C=CC=C3)C=C1 2-[4-(pyrrolidin-1-ylmethyl)phenoxy]-1,3-benzothiazole